tert-butyl (4R)-4-[1-methyl-7-[4-(4-methylpiperazin-1-yl)anilino]-2-oxo-4H-pyrimido[4,5-d]pyrimidin-3-yl]-3,4-dihydro-2H-quinoline-1-carboxylate CN1C(N(CC=2C1=NC(=NC2)NC2=CC=C(C=C2)N2CCN(CC2)C)[C@@H]2CCN(C1=CC=CC=C21)C(=O)OC(C)(C)C)=O